C1(CCCCC1)NC[Si](OC)(OC)OC N-cycloHexylaminomethyltrimethoxy-silan